[Cl-].C[N+](CCCCCCCCCCCCCC)(CC1=CC=CC2=CC=CC=C12)C Dimethyl-(naphthylmethyl)tetradecylammonium chloride